3-chloro-2-methyl-6-methylene-1,7-octadiene ClC(C(=C)C)CCC(C=C)=C